N-(2-((R)-3,4-dimethylpiperazin-1-yl)-5-((6-((R)-3-(3-fluoro-5-(3-fluorophenoxy)phenyl)-isoxazolidin-2-yl)pyrimidin-4-yl)-amino)-4-methoxy-phenyl)acrylamide C[C@@H]1CN(CCN1C)C1=C(C=C(C(=C1)OC)NC1=NC=NC(=C1)N1OCC[C@@H]1C1=CC(=CC(=C1)OC1=CC(=CC=C1)F)F)NC(C=C)=O